C1(CC1)NC(C(C(CC1C(NCC1)=O)NC(C(CC(C)C)NC(OC(C(C)(C)C1=CC(=CC=C1)Cl)C1=CC=C(C=C1)Cl)=O)=O)=O)=O 2-(3-chlorophenyl)-1-(4-chlorophenyl)-2-methylpropyl (1-((4-(cyclopropylamino)-3,4-dioxo-1-(2-oxopyrrolidin-3-yl)butan-2-yl)amino)-4-methyl-1-oxopentan-2-yl)carbamate